(S)-(4-(difluoromethyl)-2-(2-hydroxypropan-2-yl)oxazol-5-yl)(4-(4-methylbenzo[d]oxazol-2-yl)-6,7-dihydro-1H-imidazo[4,5-c]pyridin-5(4H)-yl)methanone FC(C=1N=C(OC1C(=O)N1[C@@H](C2=C(CC1)NC=N2)C=2OC1=C(N2)C(=CC=C1)C)C(C)(C)O)F